C12N(CC(CC1)CC2)CC2=CC(=C(C=C2)N2C=NC(=C2)C2=NC(=NC=C2C(F)(F)F)NC2CCN(CC2)S(=O)(=O)C)Cl (1-(4-((2-azabicyclo[2.2.2]oct-2-yl)methyl)-2-chlorophenyl)-1H-imidazol-4-yl)-N-(1-(methylsulfonyl)piperidin-4-yl)-5-(trifluoromethyl)pyrimidin-2-amine